OC1=CC(=C2C(=C(C(OC2=C1C=O)=O)CCC(=O)N1CCOCC1)C)OC 7-hydroxy-5-methoxy-4-methyl-3-(3-morpholino-3-oxopropyl)-2-oxo-2H-chromene-8-carbaldehyde